2-(2-ethylhexyl)cyclohexyl acetate C(C)(=O)OC1C(CCCC1)CC(CCCC)CC